CC1=NC(=CC(=N1)C1=C(C(=O)N)C=CC(=C1)NC=1SC=C(N1)C1=CC=C(C=C1)F)C (2,6-dimethylpyrimidin-4-yl)-4-((4-(4-fluorophenyl)thiazol-2-yl)amino)benzamide